ClC1=CC=C(C=C1)C=1C=C2C(=NC1)NC=C2C=O (5-(4-chlorophenyl)-1H-pyrrolo[2,3-b]pyridin-3-yl)methanone